C1=CC=CC=2NC=3C(C4=C(C(C3C(C12)=O)=O)NC1=CC=CC=C1C4=O)=O quinolino(2,3-B)acridine-6,7,13,14(5H,12H)-tetraone